ClC=1C=C2C(=CN=NC2=CC1C1=C(C=CC=C1O)F)N1CCN(CC1)C(C=C)=O 1-(4-(6-chloro-7-(2-fluoro-6-hydroxyphenyl)cinnolin-4-yl)piperazin-1-yl)prop-2-en-1-one